C(C)N1N=CC=C1CNC(C1=CC=C(C=C1)C1=NC=CC2=C1C=CN2)=O N-[(1-ethyl-1H-pyrazol-5-yl)methyl]-4-(1H-pyrrolo[3,2-c]pyridin-4-yl)benzamide